4-(4-(3-methoxy-4-((4-((2-methyl-6-(methylcarbamoyl)phenyl)amino)-5-(trifluoromethyl)pyrimidin-2-yl)amino)phenyl)piperazin-1-yl)adamantane COC=1C=C(C=CC1NC1=NC=C(C(=N1)NC1=C(C=CC=C1C(NC)=O)C)C(F)(F)F)N1CCN(CC1)C1C2CC3CC(CC1C3)C2